4-[(2-methyl-isoureido)-methyl]-benzoic acid COC(NCC1=CC=C(C(=O)O)C=C1)=N